4'-((2-butyl-4-oxo-1,3-diazaspiro[4.4]non-1-en-3-yl)methyl)-N-(4-chloro-5-methylisoxazol-3-yl)-N-(methoxymethyl)-2'-((pyridine-2-oxy)methyl)-[1,1'-biphenyl]-2-sulfonamide C(CCC)C1=NC2(C(N1CC1=CC(=C(C=C1)C=1C(=CC=CC1)S(=O)(=O)N(COC)C1=NOC(=C1Cl)C)COC1=NC=CC=C1)=O)CCCC2